(S)-N-(2-(3-(dimethylamino)pyrrolidin-1-yl)-5-((4-(7-fluoro-1H-indol-3-yl)-5-(tri-fluoromethyl)pyrimidin-2-yl)amino)phenyl)acetamide CN([C@@H]1CN(CC1)C1=C(C=C(C=C1)NC1=NC=C(C(=N1)C1=CNC2=C(C=CC=C12)F)C(F)(F)F)NC(C)=O)C